C(C1=CC=CC=C1)OCCCCO 4-benzyloxybutan-1-ol